OC=1NC=C2C=CC=CC12 3-hydroxyisoindole